2-[4-cyclopropyl-2-(difluoromethoxy)-6-methylphenyl]-6-methoxy-2,5-dihydro-4H-pyrazolo[3,4-d]pyrimidin-4-one C1(CC1)C1=CC(=C(C(=C1)C)N1N=C2N=C(NC(C2=C1)=O)OC)OC(F)F